(1aR,5aR)-2-(5-Fluoro-pyridin-2-yl)-1a,2,5,5a-tetrahydro-1H-2,3-diaza-cyclopropa[a]pentalene-4-carboxylic acid ((S)-2,2-dimethyl-1-pyridin-2-yl-propyl)-amide CC([C@@H](C1=NC=CC=C1)NC(=O)C=1C=2C[C@@H]3[C@H](C2N(N1)C1=NC=C(C=C1)F)C3)(C)C